7-bromo-2-methylpyrazolo[1,5-d][1,2,4]triazin-4(5H)-one BrC1=NNC(C=2N1N=C(C2)C)=O